(4-chloro-7-(methylamino)isoindolin-2-yl)(4,6-dihydroxy-2,3-dimethylphenyl)methanone ClC1=C2CN(CC2=C(C=C1)NC)C(=O)C1=C(C(=C(C=C1O)O)C)C